tertiary butyl 4-(1-(2-fluoro-4-nitrophenyl)piperidin-4-yl)piperazin-1-carboxylate FC1=C(C=CC(=C1)[N+](=O)[O-])N1CCC(CC1)N1CCN(CC1)C(=O)OC(C)(C)C